CN1CC2=CC=C(C=C2CC1)C=1N=C(SC1)NC(CNC(=O)C1=CN(C=C1)S(=O)(=O)C)=O N-(2-((4-(2-methyl-1,2,3,4-tetrahydroisoquinolin-6-yl)thiazol-2-yl)amino)-2-oxoethyl)-1-(methylsulfonyl)-1H-pyrrole-3-carboxamide